NC=1CC(=CC2=C(N1)C=C(C=C2)C2=CC(=CC=C2)S(=O)(=O)N2CC(C2)CO)C(=O)N(CCC)CCNC(OC(C)(C)C)=O tert-butyl (2-(2-amino-8-(3-((3-(hydroxymethyl)azetidin-1-yl)sulfonyl)phenyl)-N-propyl-3H-benzo[b]azepine-4-carboxamido)ethyl)carbamate